C(C)(C)(C)C(CCCCC(CC)(C(=O)O)CC)(CC)C(=O)O 8-(tert-butyl)3-ethyl-decane-3,8-dicarboxylic acid